BrC=1C(=CC2=CC=CC=C2C1)C1=CC=C(C=C1)C1=NC(=NC(=C1)C1=CC=CC=C1)C1=CC=CC=C1 4-(4-(3-bromonaphthalen-2-yl)phenyl)-2,6-diphenylpyrimidine